(R)-(4-(1-(2-cyano-1-cyclopentylethyl)-1H-pyrazol-4-yl)-7H-pyrrolo[2,3-d]pyrimidin-7-yl)pivalic acid methyl ester COC(C(CN1C=CC2=C1N=CN=C2C=2C=NN(C2)[C@H](CC#N)C2CCCC2)(C)C)=O